FC[C@H](CN(CC[C@@H](C(=O)O)NC(=O)C1CCC=2N1C(C=CN2)=O)CCCCC2=NC=1NCCCC1C=C2)OC (2S)-4-(((S)-3-fluoro-2-methoxypropyl)(4-(5,6,7,8-tetrahydro-1,8-naphthyridin-2-yl)butyl)amino)-2-(4-oxo-4,6,7,8-tetrahydropyrrolo[1,2-a]pyrimidine-6-carboxamido)butanoic acid